trans-4-(hydroxymethyl)-N-(6-(1-methyl-1H-pyrazol-4-yl)isoquinolin-3-yl)cyclohexane-1-carboxamide OC[C@@H]1CC[C@H](CC1)C(=O)NC=1N=CC2=CC=C(C=C2C1)C=1C=NN(C1)C